tert-Butyl (2S,4R)-2-((6-(1,1-difluoroethyl)-3-methylpyridin-2-yl)carbamoyl)-4-fluoropyrrolidine-1-carboxylate FC(C)(F)C1=CC=C(C(=N1)NC(=O)[C@H]1N(C[C@@H](C1)F)C(=O)OC(C)(C)C)C